4-[4-[5-Cyano-6-[(2S,3R)-3-hydroxy-2-methyl-azetidin-1-yl]-4-(trifluoromethyl)-2-pyridinyl]pyrazol-1-yl]piperidine-1-carboxylic acid tert-butyl ester C(C)(C)(C)OC(=O)N1CCC(CC1)N1N=CC(=C1)C1=NC(=C(C(=C1)C(F)(F)F)C#N)N1[C@H]([C@@H](C1)O)C